N-(2-Chloro-6-(3,4-difluorophenoxy)pyridin-4-yl)-5-(2-(methylsulfonyl)propan-2-yl)benzo[b]thiophen-2-carboxamid ClC1=NC(=CC(=C1)NC(=O)C1=CC2=C(S1)C=CC(=C2)C(C)(C)S(=O)(=O)C)OC2=CC(=C(C=C2)F)F